COC=1C=C(C=CC1OC)C1=CC=NC=2N1N=C(C2)C(=O)NC21CC(C2)(C1)C(=O)N1CCOCC1 7-(3,4-dimethoxyphenyl)-N-(3-(morpholine-4-carbonyl)bicyclo[1.1.1]pentan-1-yl)pyrazolo[1,5-a]pyrimidine-2-carboxamide